2-(1-Ethyl-1H-pyrazol-4-yl)-3-fluoro-5-[({1-[2-fluoro-4-(trifluoromethoxy)phenyl]cyclopropyl}carbonyl)amino]benzoic acid C(C)N1N=CC(=C1)C1=C(C(=O)O)C=C(C=C1F)NC(=O)C1(CC1)C1=C(C=C(C=C1)OC(F)(F)F)F